CC(CCOC=1C=C(C=CC1)C1=C(N=C(S1)NS(=O)(=O)C1=NC(=CC=C1)NS(=O)(=O)CCCC=C)C1=C(C=CC=C1)C=C)(C)C N-[5-[3-(3,3-dimethylbutoxy)phenyl]-4-(2-vinylphenyl)thiazol-2-yl]-6-(pent-4-enylsulfonylamino)pyridine-2-sulfonamide